tert-butyl-1-oxo-6-phenyl-1,3-dihydrospiro[indene-2,4'-piperidine]-1'-Carboxylic acid tert-butyl ester C(C)(C)(C)OC(=O)N1C(CC2(CC1)C(C1=CC(=CC=C1C2)C2=CC=CC=C2)=O)C(C)(C)C